N1(CCCC1)CCN 2-(pyrrolidin-1-yl)ethan-1-amine